3-((3-ethoxy-3-oxoprop-1-en-1-yl)oxy)pyrrolidine-1-carboxylic acid tert-butyl ester C(C)(C)(C)OC(=O)N1CC(CC1)OC=CC(=O)OCC